ClC1=CC(=CC(=C1)C(=O)OCC)Cl 2,6-dichloro-4-ethoxycarbonylbenzene